C(=O)[C@H](CC(C)C)NC(OC(C)(C)C)=O TERT-BUTYL (S)-1-FORMYL-3-METHYLBUTYLCARBAMATE